4-({(2R,5S)-5-[5-(4-chloro-1H-pyrrol-2-yl)-1,2,4-oxadiazol-3-yl]-2-methylpiperidin-1-yl}carbonyl)pyridine-2-carbonitrile ClC=1C=C(NC1)C1=NC(=NO1)[C@H]1CC[C@H](N(C1)C(=O)C1=CC(=NC=C1)C#N)C